C(C)[C@@]1(CN(CC1)C=1C=C(N(C(C1)=O)CC=O)C)C1=CC=CC=C1 2-[4-[(3S)-3-ethyl-3-phenyl-pyrrolidin-1-yl]-2-methyl-6-oxo-1-pyridyl]acetaldehyde